2-(6,7-dimethoxyquinazolin-4-yl)-N-hydroxy-2-azaspiro[3.3]heptane-6-carboxamide COC=1C=C2C(=NC=NC2=CC1OC)N1CC2(C1)CC(C2)C(=O)NO